C(C1=CC=CC=C1)N1CCC[C@H]2[C@H]1CCN1C2=NC2=CC=CC=C2C1=O |r| (±)-(4aR,13bS)-4-benzyl-1,2,3,4,4a,5,6,13b-octahydro-8H-[1,6]naphthyridino[5,6-b]quinazolin-8-one